(1-((2-(prop-1-en-2-yl)-6-(trifluoromethyl)pyridin-3-yl)methyl)-1H-pyrazol-4-yl)methylamine hydrochloride Cl.C=C(C)C1=NC(=CC=C1CN1N=CC(=C1)CN)C(F)(F)F